6,7-dihydro-5H-pyrazolo[5,1-b][1,3]oxazin-2-yl-[(7S)-2,7-dimethyl-3-(3,4,5-trifluorophenyl)-5,7-dihydro-4H-pyrazolo[3,4-c]pyridin-6-yl]methanone N1=C(C=C2OCCCN21)C(=O)N2[C@H](C=1C(CC2)=C(N(N1)C)C1=CC(=C(C(=C1)F)F)F)C